(4aR,5S,7R,8aR)-7-hydroxy-4a,5-dimethyl-3-(1,2,3-trihydroxypropan-2-yl)-4a,5,6,7,8,8a-hexahydronaphthalene O[C@@H]1C[C@@H]([C@]2(C=C(C=C[C@H]2C1)C(CO)(CO)O)C)C